CN(C1=CC=CC2=CC=CC(=C12)N(C)C)C N1,N1,N8,N8-tetramethylnaphthalene-1,8-diamine